2-ethyl-5-methyl-N-(4,5,6,7-tetrahydro-1H-imidazo[4,5-c]pyridin-2-yl)pyrazole-3-carboxamide C(C)N1N=C(C=C1C(=O)NC=1NC2=C(CNCC2)N1)C